(2R,3S,4R,5R)-2-((S)-1-(4-chlorophenyl)ethyl)-5-(6-hydrazineylidene-3,6-dihydro-9H-purin-9-yl)tetrahydrofuran-3,4-diol ClC1=CC=C(C=C1)[C@H](C)[C@H]1O[C@H]([C@@H]([C@@H]1O)O)N1C=2NC=NC(C2N=C1)=NN